C(C)(C)N1N=C(C(=C1C)O)C1=CC(=CC(=C1)F)F 1-isopropyl-3-(3,5-difluorophenyl)-5-methyl-pyrazole-4-ol